C(C1=CC=CC=C1)OC(=O)N1CCN(CC1)C1=C(C=C(C=C1)[C@H](C)NC=1N=CC2=C(N1)N(C(C=C2)=O)[C@@H](C)C(C)C)F Benzyl-4-{2-fluoro-4-[(1S)-1-({8-[(2S)-3-methylbutan-2-yl]-7-oxo-7,8-dihydropyrido[2,3-d]pyrimidin-2-yl} amino)ethyl]phenyl}piperazine-1-carboxylate